S-(3-((chlorosulfonyl)oxy)-2,2-dimethylpropyl) ethanethioate C(C)(SCC(COS(=O)(=O)Cl)(C)C)=O